ClC1=CN=CC(=N1)O[C@H]1CN2CCC1CC2 (R)-3-((6-chloropyrazin-2-yl)oxy)quinuclidine